2-((4-Amino-3-(4-hydroxyphenyl)-1H-pyrazolo[3,4-d]pyrimidin-1-yl)methyl)-5-ethynyl-3-(4-methoxybenzyl)quinazolin-4(3H)-one NC1=C2C(=NC=N1)N(N=C2C2=CC=C(C=C2)O)CC2=NC1=CC=CC(=C1C(N2CC2=CC=C(C=C2)OC)=O)C#C